(4r,5r)-1-(azetidin-3-yl)-4-(2,3-dichloro-6-hydroxyphenyl)-5-methylpyrrolidin-2-one N1CC(C1)N1C(C[C@@H]([C@H]1C)C1=C(C(=CC=C1O)Cl)Cl)=O